5-[(2,4,5-trihydroxyphenyl)methyl]tetrahydrofuran-2-one OC1=C(C=C(C(=C1)O)O)CC1CCC(O1)=O